2-[(3S,5S)-5-Fluoropiperidin-3-yl]-1λ6,2-thiazolidine-1,1-dione, hydrochloride salt Cl.F[C@H]1C[C@@H](CNC1)N1S(CCC1)(=O)=O